CS(=O)(=O)OC(CNC(=O)OC(C)(C)C)C 1-(tert-butoxycarbonylamino)propan-2-yl methanesulfonate